4-fluoropiperidin-4-carboxamide FC1(CCNCC1)C(=O)N